3,3-bis(chloro-methyl)oxirane ClCC1(CO1)CCl